ClC=1C(=NC(=NC1)N[C@H]1[C@@H](CNCC1)O)C=1C=C(C2=C(N(C(=N2)C)C2COC2)C1)F (3R,4R)-4-({5-chloro-4-[4-fluoro-2-methyl-1-(oxetan-3-yl)-1H-benzimidazol-6-yl]pyrimidin-2-yl}amino)piperidin-3-ol